CC=1C(=C2C(=C(N(C2=CC1)C1CCC(CC1)(F)F)C1CCOCC1)I)OCC1=CC=CC=C1 Methyl-4-benzyloxy-1-(4,4-difluorocyclohexyl)-3-iodo-2-tetrahydropyran-4-yl-indole